BrC=1C=C2C=CC(N(C2=CC1)CC(=O)NC=1SC=C(C1C1=NNC=N1)Br)=O 2-(6-bromo-2-oxoquinolin-1(2H)-yl)-N-(4-bromo-3-(1H-1,2,4-triazol-3-yl)thiophen-2-yl)acetamide